1-(5-Chloropyridin-2-yl)azetidin-3-ol ClC=1C=CC(=NC1)N1CC(C1)O